CC1=CC=C(C=C1)CCCS(=O)CCCC1=CC=C(C=C1)C (R)-4-methyl-phenyl-n-propyl sulfoxide